(2S)-(4-carboxyphenylthio)-N-{[4-(3,4-dichlorobenzyl)morpholin-2-yl]methyl}acetamide C(=O)(O)C1=CC=C(C=C1)SCC(=O)NC[C@H]1CN(CCO1)CC1=CC(=C(C=C1)Cl)Cl